(3S)-3-(5-{[(3S,4S)-4-(methoxymethyl)-1-{[7-(morpholin-4-yl)isoquinolin-3-yl]methyl}pyrrolidin-3-yl]oxy}-1-oxo-2,3-dihydro-1H-isoindol-2-yl)piperidine-2,6-dione COC[C@H]1[C@@H](CN(C1)CC=1N=CC2=CC(=CC=C2C1)N1CCOCC1)OC=1C=C2CN(C(C2=CC1)=O)[C@@H]1C(NC(CC1)=O)=O